4-tert-butyl-20,20-dimethyl-15-phenyl-10λ6-thia-1,3,9,14,22-pentaazatetracyclo[16.2.1.111,14.02,7]docosa-2,4,6,11(22),12-pentaene-8,10,10-trione C(C)(C)(C)C=1N=C2N3C(CC(CCC(N4C=CC(S(NC(C2=CC1)=O)(=O)=O)=N4)C4=CC=CC=C4)C3)(C)C